N-(3'-((5-amino-6-chloropyrimidin-4-yl)amino)-2'-fluoro-4'-((3S,5R)-3,4,5-trimethylpiperazin-1-yl)-[1,1'-biphenyl]-4-yl)cyclohexanecarboxamide NC=1C(=NC=NC1Cl)NC=1C(=C(C=CC1N1C[C@@H](N([C@@H](C1)C)C)C)C1=CC=C(C=C1)NC(=O)C1CCCCC1)F